(3-epoxypropoxy)methyldimethoxysilane CC1C(O1)OC[SiH](OC)OC